CNC(=O)NC1=CC2=C(C=N1)C(NN2C2=CC=CC=C2)=O 1-methyl-3-(3-oxo-1-phenyl-2,3-dihydro-1H-pyrazolo[4,3-c]pyridin-6-yl)urea